N1CCC(CCC1)CNC1=NN(C(=C1)C1=CC(=C(C#N)C=C1)F)C1=CC=C(C=C1)N1CCCC1 4-(3-((azepan-4-ylmethyl)amino)-1-(4-(pyrrolidin-1-yl)phenyl)-1H-pyrazol-5-yl)-2-fluorobenzonitrile